5-ethyl-4-methyl-N-(4-(3-carbonyl-4-((R)-1-phenylethyl)-1,4-oxazepin-7-yl)phenyl)-1H-pyrazole-3-carboxamide C(C)C1=C(C(=NN1)C(=O)NC1=CC=C(C=C1)C1=CCN(C(CO1)=C=O)[C@H](C)C1=CC=CC=C1)C